CN1N=C2C(=CC(=CC2=C1)C1=CC2=C(C=N1)N=C(S2)C2CCNCC2)C(F)(F)F 6-[2-Methyl-7-(trifluoromethyl)-2H-indazol-5-yl]-2-(piperidin-4-yl)[1,3]thiazolo[4,5-c]pyridin